C(CCCCCC)(=O)OC(CSCCCCCC(CCCCCSCC(CCCCCC)OC(CCC1CCCCC1)=O)=O)CCCCCC 1-((11-((2-((3-cyclohexylpropanoyl)oxy)octyl)thio)-6-oxoundecyl)thio)octan-2-yl heptanoate